C(C)OP(OCC)=O phosphonic acid diethyl ester